O1C(=CC(=C1)CO)CO 2,4-furandimethanol